COC(=O)C=1C(N(C2=CC(=CC=C2C1N)Br)C1=C2C=CN=CC2=C(C=C1)N)=O 4-amino-1-(8-aminoisoquinolin-5-yl)-7-bromo-2-oxo-1,2-dihydroquinoline-3-carboxylic acid methyl ester